CC1(CCC2(OCCO2)CC1)CNC1(COC1)C(=O)OC methyl 3-[(8-methyl-1,4-dioxaspiro[4.5]decan-8-yl)methylamino]oxetane-3-carboxylate